4-((1-(4-(2-(2-aminopyridin-3-yl)-5,6-dimethyl-3H-imidazo[4,5-b]pyridin-3-yl)benzyl)piperidin-4-yl-4-d)amino)pyrimidine-2-carbonitrile NC1=NC=CC=C1C1=NC=2C(=NC(=C(C2)C)C)N1C1=CC=C(CN2CCC(CC2)([2H])NC2=NC(=NC=C2)C#N)C=C1